CN([C@@H](CC1=CC=CC=C1)C(=O)O)C(CCCCBr)=O methyl-5-bromopentanoyl-phenylalanine